Cl.Cl.COC=1C=C2C(N(C(=NC2=CC1OC)CCCCNC)CC(C)(C)C)=O 6,7-dimethoxy-2-(4-(methylamino)butyl)-3-neopentylquinazolin-4(3H)-one bis-hydrochloride salt